[C@@H]12N(C[C@@H](NC1)CC2)C2=NC(=NC1=C(C(=C(C=C21)Cl)C2=CC=C(C1=C2N=C(S1)N)F)F)OC[C@]12CCCN2C[C@@H](C1)F 4-(4-((1S,4S)-2,5-diazabicyclo[2.2.2]octan-2-yl)-6-chloro-8-fluoro-2-(((2R,7aS)-2-fluorotetrahydro-1H-pyrrolizin-7a(5H)-yl)methoxy)quinazolin-7-yl)-7-fluorobenzo[d]thiazol-2-amine